OC1=C(C(=CC(=C1)CCCCC)O)C1C(CCC(=C1)C)C(=C)C 2,6-dihydroxy-5'-methyl-4-pentyl-2'-(prop-1-en-2-yl)-1',2',3',4'-tetrahydro-[1,1-biphenyl]